COC(=O)C1=CC=2C3=C(C(=NC2C=C1)NCC1=CC=C(C=C1)OC)CCC3 4-((4-methoxybenzyl)amino)-2,3-dihydro-1H-cyclopenta[c]quinoline-8-carboxylic acid methyl ester